ClC1=NC(=CC=C1N1CCN(CC1)CC=1C=C2NC(C=3N(C2=CC1)N=CC3C)=O)C(NC)=O 7-((4-(2-chloro-6-(methylcarbamoyl)pyridin-3-yl)piperazin-1-yl)methyl)-3-methylpyrazolo[1,5-a]quinoxalin-4(5H)-one